CC1=NC=C2C(=N1)N(N=C2)COCC[Si](C)(C)C 6-Methyl-1-((2-(trimethylsilyl)ethoxy)methyl)-1H-pyrazolo[3,4-d]Pyrimidine